C(C1=CC=CC=C1)OC=1C=CC(=C(C1)C(=O)N1CC2(C1)CC(C2)N2N=C(C=C2C=2C=NC(=CC2)OC)C(F)(F)F)F (5-(benzyloxy)-2-fluorophenyl)(6-(5-(6-methoxypyridin-3-yl)-3-(trifluoromethyl)-1H-pyrazol-1-yl)-2-azaspiro[3.3]heptan-2-yl)methanone